ClC1=CC=C(C=C1)CCC(CN1N=CN=C1)(O)C(C)(C)C α-(2-(4-chlorophenyl)ethyl)-α-(1,1-dimethyl-ethyl)-1H-1,2,4-triazole-1-ethanol